2-(azidomethyl)-6-fluoropyridine N(=[N+]=[N-])CC1=NC(=CC=C1)F